N,N,N-trioctyl-N-(2-propenyl)ammonium C(CCCCCCC)[N+](CC=C)(CCCCCCCC)CCCCCCCC